CC(CN1N=CC(=N1)C1=C(C=C(C=C1)C(=O)N1CCN(CC1)C=1OC=2C(=NC(=CC2)C)N1)OC)(C)C [4-[2-(2,2-dimethylpropyl)triazol-4-yl]-3-methoxy-phenyl]-[4-(5-methyloxazolo[4,5-b]pyridin-2-yl)piperazin-1-yl]methanone